1-(((5S,7S)-3-(3-cyclobutylisoxazol-5-yl)-7-methyl-2-oxo-1-oxa-3-azaspiro[4.5]decane-7-yl)methyl)-1H-benzo[d]imidazole-6-carbonitrile C1(CCC1)C1=NOC(=C1)N1C(O[C@]2(C1)C[C@@](CCC2)(C)CN2C=NC1=C2C=C(C=C1)C#N)=O